[Zn].OC1=CC=C(C=C1)C=1C2=CC=C(N2)C(=C2C=CC(C(=C3C=CC(=C(C=4C=CC1N4)C4=CC=C(C=C4)Cl)N3)C3=CC=C(C=C3)Cl)=N2)C2=CC=C(C=C2)Cl 5-(4-hydroxyphenyl)-10,15,20-tri(4-chlorophenyl)porphyrin zinc